N2-(3-chloro-4-methoxyphenyl)-N4-cyclohexyl-5-(1-methyl-1H-pyrazol-4-yl)pyrimidine-2,4-diamine ClC=1C=C(C=CC1OC)NC1=NC=C(C(=N1)NC1CCCCC1)C=1C=NN(C1)C